tert-butyl (2s,3s)-2-((benzoyloxy) methyl)-4-methyl-2,3-dihydro-1H-pyrrole-1-carboxylate C(C1=CC=CC=C1)(=O)OC[C@H]1N(C=C(C1)C)C(=O)OC(C)(C)C